N-(1-(4-bromophenyl-ethyl)-5-cyano-7-methoxy-1H-benzo[d]imidazol-2-yl)-1-ethyl-3-methyl-1H-pyrazole-5-carboxamide BrC1=CC=C(C=C1)CCN1C(=NC2=C1C(=CC(=C2)C#N)OC)NC(=O)C2=CC(=NN2CC)C